(2S,4R)-4-fluoro-N-[(S)-phenyl[5-(propan-2-yl)pyridin-2-yl]methyl]-1-[2-(1H-pyrazol-1-yl)acetyl]pyrrolidine-2-carboxamide F[C@@H]1C[C@H](N(C1)C(CN1N=CC=C1)=O)C(=O)N[C@H](C1=NC=C(C=C1)C(C)C)C1=CC=CC=C1